methyl-2-[2-({[3-bromo-1-(3-chloropyridin-2-yl)-1H-pyrazol-5-yl]carbonyl}amino)-5-cyano-3-methylbenzoyl]-2-ethylhydrazinecarboxylate COC(=O)NN(CC)C(C1=C(C(=CC(=C1)C#N)C)NC(=O)C1=CC(=NN1C1=NC=CC=C1Cl)Br)=O